C1(CC1)CN([C@H]1CC[C@H](CC1)NC(OCC1=CC=CC=C1)=O)C1=CC=C(C=C1)F cis-Benzyl (4-((cyclopropylmethyl)(4-fluorophenyl)amino)cyclohexyl)carbamate